ClC=1C=C2C(=NC1C1=CC=CC=C1)N=CS2 6-chloro-5-phenyl-thiazolo[4,5-b]pyridine